bis(phenylphosphino)ferrocene C1(=CC=CC=C1)P[C-]1C=CC=C1.[C-]1(C=CC=C1)PC1=CC=CC=C1.[Fe+2]